Chloro-8-fluoro-2-(methylthio)quinazolin-4-ol ClC1=C2C(=NC(=NC2=C(C=C1)F)SC)O